FC(C1=NN(C(=C1)C(F)(F)F)CC(=O)N1CCC(CC1)C1=CC(=NC=C1)C(=O)NC1CCCC2=CC=CC=C12)F 4-[1-[2-[3-difluoromethyl-5-trifluoromethylpyrazol-1-yl]acetyl]-4-piperidinyl]-N-tetrahydronaphthalene-1-yl-pyridine-2-carboxamide